FC(C=1C=NC=C(CC=2C(=NC=CC2)N2CCN(CC2)C(C=C)=O)C1)(F)F 1-(4-(3-(5-(trifluoromethyl)nicotinyl)pyridin-2-yl)piperazin-1-yl)prop-2-en-1-one